C1(CC1)CN1C(=CC=2C1=NC(=CC2)OS(=O)(=O)C(F)(F)F)C=2N=C1N(C(=CC(=C1)C(=O)OC)OC)C2C methyl 2-[1-(cyclopropylmethyl)-6-(trifluoromethylsulfonyloxy)pyrrolo[2,3-b]pyridin-2-yl]-5-methoxy-3-methyl-imidazo[1,2-a]pyridine-7-carboxylate